2-((3r,5r,7r)-adamantan-1-yl)-N-(6-oxo-1-phenyl-1,6-dihydropyridin-3-yl)acetamide C12(CC3CC(CC(C1)C3)C2)CC(=O)NC2=CN(C(C=C2)=O)C2=CC=CC=C2